N-hydroxypipecolic acid ON1C(CCCC1)C(=O)O